1,3-diethyl-7-methyl-8-(6-(trifluoromethoxy)benzo[d]thiazol-2-yl)-1H-purine-2,6(3H,7H)-dione C(C)N1C(N(C=2N=C(N(C2C1=O)C)C=1SC2=C(N1)C=CC(=C2)OC(F)(F)F)CC)=O